C(#N)C(C)(C)NC(=O)C=1C2=CN(N=C2C=CC1)C=1C=NC=CC1 N-(1-cyano-1-methylethyl)-2-(3-pyridyl)-2H-indazole-4-carboxamide